[N+](=O)([O-])C1=CC=C(C=C1)C1=NOC(=N1)C(F)(F)F 3-(4-nitrophenyl)-5-(trifluoromethyl)-1,2,4-oxadiazole